C(C)(C)(C)OC(=O)N1C[C@H](O[C@@H](C1)COS(=O)(=O)C1=CC=C(C)C=C1)C (2R,6S)-2-methyl-6-(p-toluenesulfonyloxymethyl)morpholine-4-carboxylic acid tert-butyl ester